2,2-di(tertamylperoxy)butane C(C)(C)(CC)OOC(C)(CC)OOC(C)(C)CC